C=C(C(=O)O)CCC(=O)O 2-methylene-pentanedioic acid